1,5-difluoro-2,4-dibromo-3-methyl-benzene FC1=C(C(=C(C(=C1)F)Br)C)Br